1-((1r,4r)-4-((4-(methylamino)-5-(pyrazolo[1,5-a]pyrimidin-5-yl)-7H-pyrrolo[2,3-d]pyrimidin-2-yl)amino)cyclohexyl)pyrrolidin-2-one CNC=1C2=C(N=C(N1)NC1CCC(CC1)N1C(CCC1)=O)NC=C2C2=NC=1N(C=C2)N=CC1